1-(7-acetyl-1H-indol-3-yl)-2-chloroethan-1-one C(C)(=O)C=1C=CC=C2C(=CNC12)C(CCl)=O